(7S)-13-(difluoromethyl)-9-(2,6-difluorophenyl)-7-methyl-16-thia-2,3,5,8-tetrazatetracyclo[8.6.0.02,6.011,15]hexadeca-1(10),3,5,8,11(15)-pentaene-4-carboxylic acid FC(C1CC=2C=3C(=N[C@H](C4=NC(=NN4C3SC2C1)C(=O)O)C)C1=C(C=CC=C1F)F)F